1-(4-fluoro-2-(trifluoromethyl) phenyl)-2-methyl-ethylene oxide FC1=CC(=C(C=C1)C1C(C)O1)C(F)(F)F